methyl 2-((tert-butoxycarbonyl) amino)-7-((4'-fluoro-[1,1'-biphenyl]-3-yl) oxy)-1,2,3,4-tetrahydronaphthalene-2-carboxylate C(C)(C)(C)OC(=O)NC1(CC2=CC(=CC=C2CC1)OC=1C=C(C=CC1)C1=CC=C(C=C1)F)C(=O)OC